C(C)OC(=O)C1=NN(C2=CC=C(C=C12)Br)C1=CC(=CC=C1)C1=NOC(=C1)[C@]1(C(N(CC1)C)=O)O (R)-5-bromo-1-(3-(5-(3-hydroxy-1-methyl-2-oxopyrrolidin-3-yl)isoxazol-3-yl)phenyl)-1H-indazole-3-carboxylic acid ethyl ester